C(CCC)[Si](C=1C=C(C=CC1)P(N(P(C1=CC(=CC=C1)[Si](CCCC)(CCCC)CCCC)C1=C(C=CC=C1)F)C1CCCCC1)C1=CC(=CC=C1)[Si](CCCC)(CCCC)CCCC)(CCCC)CCCC N-(bis(3-(tributylsilyl)phenyl)phosphaneyl)-N-cyclohexyl-1-(2-fluorophenyl)-1-(3-(tributylsilyl)phenyl)phosphanamine